C(C)(C)(C)N[SiH2]NC(C)(C)C di(t-butylamino)silane